COC=1C=C2SC3=NC(=CN3C2=CC1)C(=O)NCCOC 10-methoxy-N-(2-methoxyethyl)-7-thia-2,5-diazatricyclo[6.4.0.02,6]dodeca-1(12),3,5,8,10-pentaene-4-carboxamide